(((4-bromopyridin-2-yl)methyl)(methyl)(oxo)-λ6-sulfanylidene)carbamate BrC1=CC(=NC=C1)CS(=O)(C)=NC([O-])=O